CC1=C(C=CC=C1)CC#N METHYL-BENZENEACETONITRILE